OC1=C(C(/C=C/C2CC(=C(C=C2)OC)O)=O)C=CC=C1 2',3-dihydroxy-4-methoxydihydrochalcone